C(C)(C)(C)OC(NCCCC[C@H](C(=O)N1CCC(CC1)NC(=O)NC)N)=O (R)-(5-amino-6-(4-(3-methylureido)piperidin-1-yl)-6-oxohexyl)carbamic acid tert-butyl ester